NC1=NC=CC(=C1C#CC(=O)N1CCOCC1)OC1=C(C=C(C=C1)NC(=O)C=1C(N(N=CC1)C1=CC=C(C=C1)F)=O)F N-(4-(2-amino-3-(3-morpholino-3-oxoprop-1-ynyl)pyridin-4-yloxy)-3-fluorophenyl)-2-(4-fluorophenyl)-3-oxo-2,3-dihydropyridazine-4-carboxamide